COC=1C=C2C(C(OCC2=CC1OC)CNCCOC1=C(C=CC=C1)OCC(F)(F)F)=O 6,7-dimethoxy-3-(((2-(2-(2,2,2-trifluoroethoxy)phenoxy)ethyl)amino)methyl)isochroman-4-one